tert-butyl (3-(difluoromethyl)-5-fluoro-4-(4,4,5,5-tetramethyl-1,3,2-dioxaborolan-2-yl)benzyl)(methyl)carbamate FC(C=1C=C(CN(C(OC(C)(C)C)=O)C)C=C(C1B1OC(C(O1)(C)C)(C)C)F)F